tert-butyl (7S,9R)-9-hydroxy-7-(hydroxymethyl)-6-azaspiro[3.5]nonane-6-carboxylate O[C@@H]1C[C@H](N(CC12CCC2)C(=O)OC(C)(C)C)CO